Cl.N1[C@H](COCC1)C(=O)NCC1=CC=C(C=N1)C(=O)OCC ethyl 6-[[[(3R)-morpholine-3-carbonyl]amino]methyl]pyridine-3-carboxylate hydrochloride